OC1=C(C=C(C=C1)C1=CC(=CC=C1)C1=CC=C(C=C1)SC(F)(F)F)NS(=O)(=O)N 2-hydroxy-5-(3-(4-((trifluoromethyl)thio)phenyl)phenyl)phenylsulfamide